FC1=C(C(=C2C=CNC2=C1F)SC)OC=1C=CC(=C(C(N)=N)C1)F 5-((6,7-difluoro-4-(methylthio)-1H-indol-5-yl)oxy)-2-fluorobenzimidamide